P(=O)(O)(O)OC[C@@H]1[C@H]([C@H]([C@@](O1)(N1C=NC=2C(N)=NC=NC12)CCCCCCN=[N+]=[N-])O)O (6-Azidohexyl)-adenosine-5'-monophosphate